5-benzyl-1,3,4-oxadiazole-2-acetic acid ethyl ester C(C)OC(CC=1OC(=NN1)CC1=CC=CC=C1)=O